C(CC/C=C\\C/C=C\\C=C\\C(C/C=C\\CCCC(=O)O)O)CCO The molecule is a DiHETE that is 8-HETE carrying an additional hydroxy substituent at position 20. It has a role as a human xenobiotic metabolite. It is a dihydroxyicosatetraenoic acid and an omega-hydroxy fatty acid. It derives from an 8-HETE. It is a conjugate acid of an 8,20-DiHETE(1-).